C1(CC1)[C@@]1(NC(NC1=O)=O)CNC(=O)C=1C(=CC(=CC1)OC(F)(F)F)C1=CC=C(C=C1)C(F)(F)F N-{[(4R)-4-cyclopropyl-2,5-dioxoimidazolidin-4-yl]methyl}-5-(trifluoromethoxy)-4'-(trifluoromethyl)[1,1'-biphenyl]-2-carboxamide